BrC1=C(C2(C3=CC=CC=C3C1)CCCCC2)C2=CC=C(C=C2)C(F)(F)F bromo-2'-(4-(trifluoromethyl)phenyl)-4'H-spiro[cyclohexane-1,1'-naphthalene]